C1(CCC1)N1N=C2C(CNCCC2)=C1 2-cyclobutyl-2,4,5,6,7,8-hexahydropyrazolo[4,3-c]azepine